C1(=CC=CC=C1)C1=NOC(C1)C(=O)OCCCO 3-hydroxypropyl 3-phenyl-4,5-dihydroisoxazole-5-carboxylate